OCC1=NN(C=C1N1C(SC=C1)C=1C=NNC1)C N-(3-(Hydroxymethyl)-1-methyl-1H-pyrazol-4-yl)-2-(1H-pyrazol-4-yl)thiazole